tertbutyl (R)-3-(7-((1-acetylpiperidin-4-yl)oxy)-2-(2-methylisonicotinamido)-1H-benzo[d]imidazol-1-yl)azepane-1-carboxylate C(C)(=O)N1CCC(CC1)OC1=CC=CC2=C1N(C(=N2)NC(C2=CC(=NC=C2)C)=O)[C@H]2CN(CCCC2)C(=O)OC(C)(C)C